N-(3-(2'-fluoro-[1,1'-biphenyl]-4-yl)propyl)-6-methylnicotinamide FC1=C(C=CC=C1)C1=CC=C(C=C1)CCCNC(C1=CN=C(C=C1)C)=O